N1C(=NC2=C1C=CC=C2)C(N2C(C1=CC(=CC=C1C2)C2=CC=C(C=C2)C2CCN(CC2)C)=O)C2=C(C=CC(=C2)F)O 2-[1H-Benzimidazol-2-yl-(5-fluoro-2-hydroxy-phenyl)methyl]-6-[4-(1-methyl-4-piperidyl)-phenyl]isoindolin-1-one